C(C=C)(=O)OCC(COC(C=C)=O)(CCC)C 2-methyl-2-propyl-1,3-propanediol diacrylate